4-morpholino-4-oxo-butanoic acid allyl ester C(C=C)OC(CCC(=O)N1CCOCC1)=O